L-2-amino-1-hydroxycyclobutane-1-acetic acid N[C@@H]1C(CC1)(CC(=O)O)O